N-Cyclohexyl-4-(4-cyclopropylpiperazin-1-yl)-1H-benzo[d]imidazole-1-carboxamide C1(CCCCC1)NC(=O)N1C=NC2=C1C=CC=C2N2CCN(CC2)C2CC2